2,6-dinitrobenzenesulfonyl chloride [N+](=O)([O-])C1=C(C(=CC=C1)[N+](=O)[O-])S(=O)(=O)Cl